C1=CC=C2C(=C1)C(=CN2)CC(=O)O Indoleacetate